C1(CC2C(CC1)O2)COC(=O)C2CC1C(CC2)O1.C(C=C)(=O)NCCCC Acrylamidomethyl-Propane (3,4-epoxycyclohexyl-methyl)-3,4-epoxycyclohexanecarboxylate